NC1=NC2=CC(=CC=C2C(=N1)NCC12CC(C1)(C2)CO)C2=CC=NN2 (3-(((2-amino-7-(1H-pyrazol-5-yl)quinazolin-4-yl)amino)methyl)bicyclo[1.1.1]pentan-1-yl)methanol